2-(2-methoxy-5-(2-oxoethyl)phenyl)acetic acid COC1=C(C=C(C=C1)CC=O)CC(=O)O